C(CCCCCCC\C=C/C\C=C/CCCCC)(=O)OCC(COC(=O)OCC1CN(CCC1)C)COC(\C=C(\CCCCCCCCCC)/CCCCC)=O 3-((((1-methylpiperidin-3-yl)methoxy)carbonyl)oxy)-2-((((E)-3-pentyltridec-2-enoyl)oxy)methyl)propyl (9Z,12Z)-octadeca-9,12-dienoate